C1(CC1)OC=1C(=C(C=CC1)C1CC=2C=NN(C(C2CC1)=O)C1=NC=C(C=N1)NC(C)=O)C N-(2-(6-(3-cyclopropyloxy-2-methylphenyl)-1-oxo-5,6,7,8-tetrahydrophthalazin-2(1H)-yl)pyrimidin-5-yl)acetamide